O[C@@H](CN1N=C(N=N1)CN1C=NC2=C(C1=O)C(=C(O2)C)C(=O)O)C2=CC=C(C=C2)C 3-({2-[(2R)-2-hydroxy-2-(4-methylphenyl)ethyl]-2H-1,2,3,4-tetrazol-5-yl}methyl)-6-methyl-4-oxo-3H,4H-furo[2,3-d]pyrimidine-5-carboxylic acid